N-(4-Bromo-3-(2-(dimethylamino)ethoxy)phenyl)-6-(4-(5-methyl-1,2,4-oxadiazol-3-yl)-2-(trifluoromethyl)phenyl)nicotinamid BrC1=C(C=C(C=C1)NC(C1=CN=C(C=C1)C1=C(C=C(C=C1)C1=NOC(=N1)C)C(F)(F)F)=O)OCCN(C)C